FC1=CC(=CC2=C1N=C(O2)C)C=2N=C1N(C(C2)=O)C=C(C=C1)N1CCN(CC1)C 2-(4-fluoro-2-methyl-1,3-benzoxazol-6-yl)-7-(4-methylpiperazin-1-yl)-4H-pyrido[1,2-a]pyrimidin-4-one